ClC=1C=C2C=CC(=NC2=CC1)O[C@@H]1CN(CC1)C1=C(C(=O)N)C=CC=C1 (S)-2-(3-(6-chloroquinolin-2-yloxy)pyrrolidin-1-yl)benzamide